COC(=O)C1=CC=C(C(=N1)C)N1CCN(CC1)C(=O)OC(C)(C)C tert-Butyl 4-(6-(methoxycarbonyl)-2-methylpyridin-3-yl)piperazine-1-carboxylate